ClC1=NC(=CC=C1C1=C(N=C(N1C)CC1=CC=C(C=C1)OC(F)F)C(=O)OCC)OC Ethyl 5-(2-chloro-6-methoxypyridin-3-yl)-2-(4-(difluoromethoxy)benzyl)-1-methyl-1H-imidazole-4-carboxylate